C(C)(C)(C)N1N=CC(=C1)C1=CC(=NC=C1)N 4-(1-(tert-butyl)-1H-pyrazol-4-yl)pyridin-2-amine